Ethyl-4-[2-[(2R)-3-(3,4-dihydro-1H-isochinolin-2-yl)-2-hydroxy-propyl]-1-oxo-3,4-dihydroisochinolin-6-yl]piperazin-1-carboxylat C(C)OC(=O)N1CCN(CC1)C=1C=C2CCN(C(C2=CC1)=O)C[C@@H](CN1CC2=CC=CC=C2CC1)O